1-benzyl-4-chloro-1H-indazole-6-carboxylate C(C1=CC=CC=C1)N1N=CC2=C(C=C(C=C12)C(=O)[O-])Cl